C(C)=NC1=C(C=C(C=C1)NC)O 2-(ethylideneamino)-5-(methylamino)phenol